(4-(4-chlorophenyl)-6-(4-methoxyphenyl)pyrimidin-2-yl)-2-(piperazin-1-yl)acetamide ClC1=CC=C(C=C1)C1=NC(=NC(=C1)C1=CC=C(C=C1)OC)C(C(=O)N)N1CCNCC1